ClC1=CC(=NC(=N1)C)NC=1SC(=CN1)C(=O)NC1=C(C=CC=C1C)Cl 2-((6-chloro-2-methylpyrimidin-4-yl)amino)-N-(2-chloro-6-methylphenyl)thiazole-5-carboxamide